C(C)(C)(C)OCC1=NC(=NC=C1C(C)=O)Cl (4-(tert-butoxymethyl)-2-chloropyrimidin-5-yl)ethanone